NC1(C=2NC(C=3SC(=CC3C2COC1)C=1C=NNC1)=O)C 10-amino-10-methyl-4-(1H-pyrazol-4-yl)-12-oxa-5-thia-8-azatricyclo[7.4.0.02,6]trideca-1(9),2(6),3-trien-7-one